azazolid N1N=[C-]C=C1